NCCNC=1C=CC(=NC1C)C1=CNC2=C(C=CC=C12)C#N 3-[5-[(2-aminoethyl)amino]-6-methylpyridin-2-yl]-1H-indole-7-carbonitrile